COC(=O)C1=CC(=C2C(=N1)C=CO2)C(C)C2=CC(=C(C=C2)OCOC)F 7-(1-(3-fluoro-4-(methoxymethoxy)phenyl)ethyl)furo[3,2-b]pyridine-5-carboxylic acid methyl ester